ClC1=CC=C(C=C1)C1=C(N(C2=CC=CC=C12)C(C)C)/C=C/[C@@H](C[C@@H](CC(=O)OC(C)(C)C)O)O |o1:21,23| tert-butyl rel-(3S,5R,E)-7-(3-(4-chlorophenyl)-1-isopropyl-1H-indol-2-yl)-3,5-dihydroxyhept-6-enoate